C[Si](C)(C)[Si](C)(Cl)Cl dichlorotetramethyldisilane